3-bromo-2-(cyclopropoxy)-5-(trifluoromethoxy)pyridine BrC=1C(=NC=C(C1)OC(F)(F)F)OC1CC1